C(C)(C)(C)OC(=O)N1C(=CC(=C1)C(F)(F)F)C=1C=NC(=CC1OCC1=CC=C(C=C1)OC)C=C.FC=1C=NC=C(C1C=O)OC (3-fluoro-5-methoxy-4-pyridinyl)methanone tert-butyl-2-(4-((4-methoxybenzyl)oxy)-6-vinylpyridin-3-yl)-4-(trifluoromethyl)-1H-pyrrole-1-carboxylate